(2-cyclopropyl-4-methyl-7-oxo-thieno[2,3-d]pyridazin-6-yl)acetic acid C1(CC1)C1=CC2=C(C(N(N=C2C)CC(=O)O)=O)S1